C1(CC1)C=1C=C2C(N3C(=NC2=CC1)C(=CC=C3)C(=O)NC3CCC(CC3)(C)O)=O 2-cyclopropyl-N-((1R,4R)-4-hydroxy-4-methylcyclohexyl)-11-oxo-11H-pyrido[2,1-b]quinazoline-6-carboxamide